2-Ethyl 2-(6-bromo-2-pyridyl)-2-methyl-propanoate BrC1=CC=CC(=N1)C(C(=O)OCC)(C)C